C(C)(C)(C)OC(=O)N1CC(C1)N(C)CCOC 3-((2-methoxyethyl)(methyl)amino)azetidine-1-carboxylic acid tert-butyl ester